2-bromo-N-(2,2-difluoroethyl)-3-fluoropyridin-4-amine BrC1=NC=CC(=C1F)NCC(F)F